BrC1=C(C=C2C(=C(C=NC2=C1)S(=O)(=O)N1CCSCC1)Cl)Cl 4-[(7-bromo-4,6-dichloro-3-quinolyl)sulfonyl]thiomorpholine